1,2,3,4,5,6-hexakis[2-(methyldichlorosilyl)ethyl]benzene tert-butyl-(2R,3S)-3-(benzyl(methyl)amino)-2-methylpyrrolidine-1-carboxylate C(C)(C)(C)OC(=O)N1[C@@H]([C@H](CC1)N(C)CC1=CC=CC=C1)C.C[Si](CCC1=C(C(=C(C(=C1CC[Si](Cl)(Cl)C)CC[Si](Cl)(Cl)C)CC[Si](Cl)(Cl)C)CC[Si](Cl)(Cl)C)CC[Si](Cl)(Cl)C)(Cl)Cl